(3R*,5R*)-5-{2-[(2-fluoro-4-sulfamoylphenyl)amino]pyrimidin-5-yl}oxolan-3-yl N-[(2S)-4,4,4-trifluorobutan-2-yl]carbamate FC(C[C@H](C)NC(O[C@H]1CO[C@H](C1)C=1C=NC(=NC1)NC1=C(C=C(C=C1)S(N)(=O)=O)F)=O)(F)F |o1:8,11|